C(C1=CC=CC=C1)OCC(O)C1=NC=C(C=C1)F 2-benzyloxy-1-(5-fluoro-2-pyridinyl)ethanol